C(C=C)(=O)NC1=NN(C(=C1C(=O)NCC=1C(NC(=C2CCCCC12)C)=O)C)CC1=CC=CC=C1 acrylamido-1-benzyl-5-methyl-N-((1-methyl-3-oxo-2,3,5,6,7,8-hexahydroisoquinolin-4-yl)methyl)-1H-pyrazole-4-carboxamide